tert-butyl N-[3-[[2-(2,6-dioxo-3-piperidyl)-1-oxo-isoindolin-5-yl]methylcarbamoylamino]phenyl]-N-methyl-carbamate O=C1NC(CCC1N1C(C2=CC=C(C=C2C1)CNC(=O)NC=1C=C(C=CC1)N(C(OC(C)(C)C)=O)C)=O)=O